1-(2-(5-methyl-5H-pyrrolo[3,2-d]pyrimidine-4-carbonyl)-2-azaspiro[3.3]heptan-6-yl)-3-(3-(trifluoromethyl)phenyl)urea CN1C=CC=2N=CN=C(C21)C(=O)N2CC1(C2)CC(C1)NC(=O)NC1=CC(=CC=C1)C(F)(F)F